C(C)(C)(C)OC(C[C@H](C(=O)O)CCC)=O (R)-2-(2-(tert-butoxy)-2-oxoethyl)pentanoic acid